O[C@@H]1CN(CC[C@@]12NCC1=CC=CC=C1C2)C(=O)C=2N=C1N(CC(CC1)C(F)(F)F)C2 [(3R,3'R)-3'-hydroxy-1,4-dihydro-1'H,2H-spiro[isoquinoline-3,4'-piperidin]-1'-yl][6-(trifluoromethyl)-5,6,7,8-tetrahydroimidazo[1,2-a]pyridin-2-yl]methanone